N[S@](=NC(CC1=C(C(=CC=C1C(C)C)F)C(C)C)=O)(=O)C1=CN=C(S1)C(C)(C)O (R)-N-(amino(2-(2-hydroxypropan-2-yl)thiazol-5-yl)(oxo)-λ6-sulfaneylidene)-2-(3-fluoro-2,6-diisopropylphenyl)acetamide